Cl.N(=O)NC(=O)N Nitrosourea Hydrochloride